1-isopropyl-3-methylpyrrolidinium C(C)(C)[NH+]1CC(CC1)C